nickel-cobalt-manganese porphyrin C12=CC=C(N1)C=C1C=CC(=N1)C=C1C=CC(N1)=CC=1C=CC(N1)=C2.[Mn].[Co].[Ni]